chlorodimethyl-(2-methyl-4-phenyl-1,5,6,7-tetrahydro-s-indacen-1-yl)silane Cl[Si](C1C(=CC2=C(C=3CCCC3C=C12)C1=CC=CC=C1)C)(C)C